O=C1C=C2N(C=C1)NC(=C2)C2CCSCC2 5-oxo-2-(tetrahydro-2H-Thiopyran-4-yl)pyrazolo[1,5-a]pyridine